(S)-2-pyrrolidone-5-carboxylic acid tert-butyl ester C(C)(C)(C)OC(=O)[C@@H]1CCC(N1)=O